C(C)(C)O[Ti](CC(OC(C)=O)OC(C)=O)OC(C)C diisopropoxydiacetoxyethyl-titanium